OC1=C(C(N(C=C1)C)=O)NC(N[C@@H](CC(=O)O)C=1C=C(C=C(C1)OC)C1=CC(=CC=C1)OC(F)(F)F)=O (S)-3-(3-(4-hydroxy-1-methyl-2-oxo-1,2-dihydropyridin-3-yl)ureido)-3-(5-methoxy-3'-(trifluoromethoxy)biphenyl-3-yl)propanoic acid